OC1CCN(CC1)O[N] 4-hydroxypiperidineoxynitrogen